C(=CC(C)=C)C1=C(CCCC1)C=CC(C)=C Diisoprenyl-cyclohexene